1-(5-fluoro-4-ethoxypyridin-2-yl)ethan-1-one FC=1C(=CC(=NC1)C(C)=O)OCC